methyl 6-fluoro-2-methoxynicotinate FC1=NC(=C(C(=O)OC)C=C1)OC